C(C)OC1=NC(=CC(=C1)C1=CC(=C2C(=N1)N=C(N2)C=2N=CC(=NC2)N2CCC(CC2)C(=O)OCC)N(C)CC2(CCCC2)COC)C(F)(F)F ethyl 1-(5-{5-[2-ethoxy-6-(trifluoromethyl)pyridin-4-yl]-7-[{[1-(methoxymethyl)cyclopentyl]methyl} (methyl)amino]-1H-imidazo[4,5-b]pyridin-2-yl}pyrazin-2-yl)piperidine-4-carboxylate